methyl 4-(2-{[4-(2-{[(tert-butoxy) carbonyl]amino}acetyl)piperazin-1-yl]methyl}phenoxy-methyl)benzoate C(C)(C)(C)OC(=O)NCC(=O)N1CCN(CC1)CC1=C(OCC2=CC=C(C(=O)OC)C=C2)C=CC=C1